FC=1C=C(C=C(C1)OCC1=CC=CC=C1)OCC1=CC=CC=C1 (((5-fluoro-1,3-phenylene)bis(oxy))bis(methylene))dibenzene